2-((1-(6-nitropyridin-3-yl)piperidin-4-yl)oxy)ethan-1-ol [N+](=O)([O-])C1=CC=C(C=N1)N1CCC(CC1)OCCO